ClC=1C=CC(=C(C1)N1CCN(CC1)C(=O)[C@H]1[C@H](C1)C1=CC=C(C=C1)S(F)(F)(F)(F)F)C |r| Racemic-(4-(5-chloro-2-methylphenyl)piperazin-1-yl)((1RS,2SR)-2-(4-(pentafluoro-λ6-sulfaneyl)phenyl)-cyclopropyl)methanone